(4-ethylphenyl)-3,5,6,7,8,9-hexahydro-11H-azepino[1,2-a]purin-11-one C(C)C1=CC=C(C=C1)C=1NC=2N=C3N(C(C2N1)=O)CCCCC3